ClC/C=C/C(=O)NC1=C(C=C(C=C1F)C(=O)C1=CC(=C2C(=CC=CN12)C1=C(C2=C(N(C(=N2)C)C)C=C1C)Cl)CC#N)F (E)-4-chloro-N-(4-(8-(4-chloro-1,2,6-trimethyl-1H-benzo[d]imidazol-5-yl)-1-(cyanomethyl)indolizine-3-carbonyl)-2,6-difluorophenyl)but-2-enamide